ClC1=C(C#N)C(=CC=N1)NC1=CC2=C(N(C(N2CCC(CC)(C)O)=O)C)C=C1 2-Chloro-4-((3-(3-hydroxy-3-methylpentyl)-1-methyl-2-oxo-2,3-dihydro-1H-benzo[d]imidazol-5-yl)amino)nicotinonitril